2,7-dimethyl-2,4,6-octatrien-1,8-dial CC(C=O)=CC=CC=C(C=O)C